BrCC1CC2(CC(C2)O[Si](C2=CC=CC=C2)(C2=CC=CC=C2)C(C)(C)C)C1 [6-(bromomethyl)spiro[3.3]heptan-2-yl]oxy-tert-butyl-diphenyl-silane